C(C)(=O)C=1C(=C(C(=C(C1O)C)O)CC=1C=C2C=CCOC2=CC1)O 6-[(3-acetyl-2,4,6-trihydroxy-5-methylphenyl)methyl]-2H-chromene